2,3-dimethoxy-norbornene COC=1C2CCC(C1OC)C2